FC=1C(=CC(=C(OC2=NN3C(C=CC=C3)=N2)C1)C)[N+](=O)[O-] (5-fluoro-2-methyl-4-nitrophenoxy)-[1,2,4]triazolo[1,5-a]pyridine